Zinc-nickel-cobalt hydroxide [Co](O)O.[Ni].[Zn]